2-methanesulfonyl-6-methyl-8-(1,3-oxazol-2-ylmethyl)-5-[2-(triisopropylsilyl)ethynyl]pyrido[2,3-d]pyrimidin-7-one CS(=O)(=O)C=1N=CC2=C(N1)N(C(C(=C2C#C[Si](C(C)C)(C(C)C)C(C)C)C)=O)CC=2OC=CN2